C(C1=CC=CC=C1)C(COC1=CC=C(C=C1C=1C(=C(C=C(C1)C(C)(CC(C)(C)C)C)N1C2=CC=C(C=C2C=2C=C(C=CC12)C(C)(C)C)C(C)(C)C)O)F)COC1=CC=C(C=C1C=1C(=C(C=C(C1)C(C)(CC(C)(C)C)C)N1C2=CC=C(C=C2C=2C=C(C=CC12)C(C)(C)C)C(C)(C)C)O)F 6',6'''-((2-benzylpropane-1,3-diyl)bis(oxy))bis(3-(3,6-di-tert-butyl-9H-carbazol-9-yl)-3'-fluoro-5-(2,4,4-trimethylpentan-2-yl)-[1,1'-biphenyl]-2-ol)